CC1=CC=C(C=C1)S(=O)(=O)OCC(COC1=C(C2=C(N=CN=C2N)N1COCC[Si](C)(C)C)C=1C=NC2=CC=CC=C2C1)O 3-((4-amino-5-(quinolin-3-yl)-7-((2-(trimethylsilyl)ethoxy)methyl)-7H-pyrrolo[2,3-d]pyrimidin-6-yl)oxy)-2-hydroxypropyl 4-methylbenzenesulfonate